(2S,4R)-1-[(2R,3aR,6aR)-5-acetyl-hexahydro-2H-furo[2,3-c]pyrrole-2-carbonyl]-4-fluoro-N-[(S)-phenyl[4-(propan-2-yl)phenyl]methyl]pyrrolidine-2-carboxamide C(C)(=O)N1C[C@H]2[C@@H](C1)C[C@@H](O2)C(=O)N2[C@@H](C[C@H](C2)F)C(=O)N[C@H](C2=CC=C(C=C2)C(C)C)C2=CC=CC=C2